dodecyl alcohol sulfate salt S(=O)(=O)(O)O.C(CCCCCCCCCCC)O